1-(4-azidobutyl)-4-methoxybenzene N(=[N+]=[N-])CCCCC1=CC=C(C=C1)OC